6,7-dichloro-3-[(2-chloro-4-pyridyl)methyl]-4,9-dihydro-1H-pyrrolo[3,2-h][2,1,3]benzothiadiazine 2,2-dioxide ClC=1C2=C(C3=C(CN(S(N3)(=O)=O)CC3=CC(=NC=C3)Cl)C1)NC=C2Cl